COCC(C)=O 1-Methoxypropan-2-on